4-(Benzo[d][1,3]dioxol-4-ylamino)-6-chloro-N-phenylpyridineamide O1COC2=C1C=CC=C2NC2=CC(=NC(=C2)Cl)C(=O)NC2=CC=CC=C2